N1C=C(C2=C1CNC=C2)C(=O)O 6,7-dihydro-1H-pyrrolo[2,3-c]pyridine-3-carboxylic acid